O=C1NC(CCC1N1C(C2=CC=C(C=C2C1)C(=O)NC1=CSC=2C1=NC=CC2)=O)=O 2-(2,6-dioxopiperidin-3-yl)-1-oxo-N-(thieno[3,2-b]pyridin-3-yl)isoindoline-5-carboxamide